P(O)(=O)(OP(=O)(O)OP(=O)(O)O)OC[C@@H]1[C@H]([C@H]([C@@H](O1)N1C(=O)NC(=O)C=C1)O)O Uridine-5'-triphosphate